P(=O)(OC1=C(C=CC=C1C)C)([O-])[O-] (2,6-dimethylphenyl) phosphate